(S)-N1,N1-DIMETHYL-5-(4-(TRIFLUOROMETHYL)PHENYL)PENTANE-1,3-DIAMINE CN(CC[C@H](CCC1=CC=C(C=C1)C(F)(F)F)N)C